1-butyl-3-vinylimidazolium Bis(trifluoromethanesulfonyl)imide [N-](S(=O)(=O)C(F)(F)F)S(=O)(=O)C(F)(F)F.C(CCC)N1C=[N+](C=C1)C=C